ethyl 4-((1-(tetrahydro-2H-pyran-2-yl)-1H-pyrazol-4-yl)ethynyl)thiazole-5-carboxylate O1C(CCCC1)N1N=CC(=C1)C#CC=1N=CSC1C(=O)OCC